CC(C1=CC(=CC(=C1)OC)OC)(OC(=O)NCCCCCC)C N-(α,α-dimethyl-3,5-dimethoxybenzyloxy)carbonyl-N-n-hexylamine